3-(3-methyl-4-(3-(piperazin-1-yl)prop-1-yn-1-yl)-1H-indazol-1-yl)piperidine-2,6-dione trifluoroacetate FC(C(=O)O)(F)F.CC1=NN(C2=CC=CC(=C12)C#CCN1CCNCC1)C1C(NC(CC1)=O)=O